Allyl (5S,10S,13S)-5-(tert-butoxycarbonyl)-10,13-bis(4-diazo-3-oxobutyl)-1-(9H-fluoren-9-yl)-3,8,11-trioxo-2-oxa-4,9,12-triazatetradecan-14-oate C(C)(C)(C)OC(=O)[C@@H](NC(OCC1C2=CC=CC=C2C=2C=CC=CC12)=O)CCC(N[C@H](C(N[C@H](C(=O)OCC=C)CCC(C=[N+]=[N-])=O)=O)CCC(C=[N+]=[N-])=O)=O